5-[6-Chloro-3-[1-[3,6-dimethyl-4-oxo-2-(3-pyridyl)chromen-8-yl]ethylamino]-2-pyridyl]-1H-pyridin-2-one ClC1=CC=C(C(=N1)C=1C=CC(NC1)=O)NC(C)C=1C=C(C=C2C(C(=C(OC12)C=1C=NC=CC1)C)=O)C